ClC1=C(C=CC=C1)CC(=O)NC1CN(C(C1)=O)CC(C)C 2-(2-chlorophenyl)-N-[1-(2-methylpropyl)-5-oxopyrrolidin-3-yl]acetamid